[2-(3-amino-1-piperidinyl)-4-(4-fluorophenyl)cyclopentyloxy]pyridine-3-carbonitrile NC1CN(CCC1)C1C(CC(C1)C1=CC=C(C=C1)F)OC1=NC=CC=C1C#N